ethyl (6-(benzyloxy)-9-(phenylethynyl)-[1,2,4]triazolo[5,1-a]isoquinoline-5-carbonyl)glycinate C(C1=CC=CC=C1)OC1=C(N2C(C3=CC(=CC=C13)C#CC1=CC=CC=C1)=NC=N2)C(=O)NCC(=O)OCC